2-(3-bromo-1H-pyrazol-1-yl)benzonitrile BrC1=NN(C=C1)C1=C(C#N)C=CC=C1